COC(C1=C(C=C(C(=C1)C(=O)N1CCC(CC1)C1=CC=C(C=C1)C#N)CC)C1CC1)=O Methyl-5-(4-(4-cyanophenyl)piperidine 1-carbonyl)-2-cyclopropyl-4-ethylbenzoate